C(=O)(O)COCOC carboxy(methylal)